ClC1=C(C(=CC=C1Cl)O)[C@H]1C[C@@H]2N(C(CN(C2)C=2NN=CN2)=O)C1 (7R,8aS)-7-(2,3-dichloro-6-hydroxyphenyl)-2-(2H-1,2,4-triazol-3-yl)-hexahydropyrrolo[1,2-a]pyrazin-4-one